oxazol-5-ylmethyl (4-((1-(isopropylsulfonyl)piperidin-4-yl)methyl)phenyl)carbamate C(C)(C)S(=O)(=O)N1CCC(CC1)CC1=CC=C(C=C1)NC(OCC1=CN=CO1)=O